bis(trifluoromethyl-sulfonyl)amide FC(S(=O)(=O)[N-]S(=O)(=O)C(F)(F)F)(F)F